S1C2=C(C=C1)C(=CC=C2)N2CCN(CC2)CCCCOC2=CC=C1C=CC(N(C1=C2)C(CCCNC(CCCCCC)=O)=O)=O N-(4-(7-(4-(4-(benzo[b]thiophen-4-yl)piperazin-1-yl)butoxy)-2-oxoquinolin-1(2H)-yl)-4-oxobutyl)heptanamide